FC(OC1=CC=C(C=N1)C=1C=NN(C1)C12CC(C1)(C2)NC(OC(C)(C)C)=O)F tert-butyl (3-{4-[6-(difluoromethoxy)pyridin-3-yl]-1H-pyrazol-1-yl}bicyclo[1.1.1]pentan-1-yl)carbamate